ethyl 4-amino-2,5-dibenzyloxybenzoate NC1=CC(=C(C(=O)OCC)C=C1OCC1=CC=CC=C1)OCC1=CC=CC=C1